(E)-N-((S)-18-Chloro-9-oxo-8,17,19-triaza-tricyclo[14.2.1.02,7]nonadeca-1(18),2,4,6,16(19)-pentaen-15-yl)-3-(5-chloro-2-tetrazol-1-yl-phenyl)-acrylamide ClC=1NC=2[C@H](CCCCCC(NC3=CC=CC=C3C1N2)=O)NC(\C=C\C2=C(C=CC(=C2)Cl)N2N=NN=C2)=O